C(C)(C)(C)C1CO1 2-(tert-butyl) ethylene oxide